FC=1C=C2C(CC3(N(C2=CC1)C)CCN(CC3)C(=O)NCC3=CC(=C(C=C3)F)OCCO)O 6'-fluoro-N-(4-fluoro-3-(2-hydroxyethoxy)benzyl)-4'-hydroxy-1'-methyl-3',4'-dihydro-1'h-spiro[piperidine-4,2'-quinoline]-1-carboxamide